C(C1=CC=CC=C1)OC(=O)N\C(\C(=O)OC)=C/C=1N=CC2=CC=CC=C2C1 methyl (2Z)-2-{[(benzyloxy)carbonyl]amino}-3-(isoquinolin-3-yl)acrylate